3-(5-(1-(4-(2-(4-((1R,2S)-6-hydroxy-2-phenyl-1,2,3,4-tetrahydronaphthalen-1-yl)phenoxy)ethyl)piperidine-1-carbonyl)piperidin-4-yl)-1-oxoisoindolin-2-yl)piperidine-2,6-dione OC=1C=C2CC[C@@H]([C@@H](C2=CC1)C1=CC=C(OCCC2CCN(CC2)C(=O)N2CCC(CC2)C=2C=C3CN(C(C3=CC2)=O)C2C(NC(CC2)=O)=O)C=C1)C1=CC=CC=C1